(4-(1H-1,2,4-triazol-1-yl)piperidin-1-yl)(4-((3-(4-(difluoromethoxy)phenyl)imidazo[1,2-a]pyrazin-8-yl)amino)-2-methylphenyl)methanone N1(N=CN=C1)C1CCN(CC1)C(=O)C1=C(C=C(C=C1)NC=1C=2N(C=CN1)C(=CN2)C2=CC=C(C=C2)OC(F)F)C